(6S)-4-(2-{[(4aS,7aR)-1-methyl-octahydro-1H-cyclopenta[b]pyridin-4a-yl]methoxy}-7-(8-ethynyl-3-hydroxynaphthalen-1-yl)-8-fluoropyrido[4,3-d]pyrimidin-4-yl)-6-methyl-1,4-oxazepan-6-ol CN1[C@H]2[C@@](CCC1)(CCC2)COC=2N=C(C1=C(N2)C(=C(N=C1)C1=CC(=CC2=CC=CC(=C12)C#C)O)F)N1CCOC[C@](C1)(O)C